2-chlorophenyl (3S)-4-{(2R)-2-(cyclohexylamino)-2-[1-(3,3-dimethylbutanoyl)piperidin-4-yl]acetyl}-3-[(thiophen-2-ylmethyl)carbamoyl]piperazine-1-carboxylate C1(CCCCC1)N[C@@H](C(=O)N1[C@@H](CN(CC1)C(=O)OC1=C(C=CC=C1)Cl)C(NCC=1SC=CC1)=O)C1CCN(CC1)C(CC(C)(C)C)=O